NC1=NC2=C(N1C(CN(CCOC1=C(C=NN1C)C1=CC(=CN(C1=O)C)C(=O)OC)CC)C)C=CC=C2 methyl 5-[5-(2-{[2-(2-amino-1,3-benzodiazol-1-yl) propyl] (ethyl) amino} ethoxy)-1-methylpyrazol-4-yl]-1-methyl-6-oxopyridine-3-carboxylate